ClC1=C(C=CC=C1)C=1N=C(SC1C(=O)NCC1=NC=C(C=C1F)F)N1CCC(CC1)N1C[C@@H](CCC1)C 4-(2-chlorophenyl)-N-[(3,5-difluoropyridin-2-yl)methyl]-2-[(3R)-3-methyl-[1,4'-bipiperidin]-1'-yl]-1,3-thiazole-5-carboxamide